FC(C([C@H](N)C(=O)O)C(F)(F)F)(F)F Hexafluorovalin